OC(C(CC)NC(C)C)C1=C2C=CC(NC2=C(C=C1)O)=O 5-(1-hydroxy-2-isopropylaminobutyl)-8-hydroxyquinolone